2-(4-cyclopropyl-6-methoxypyrimidin-5-yl)-4-(4-(1-(prop-2-yn-1-yl)-4-(trifluoromethyl)-1H-imidazol-2-yl)benzyl)oxazolo[5,4-c]pyridine C1(CC1)C1=NC=NC(=C1C=1OC=2C(=NC=CC2N1)CC1=CC=C(C=C1)C=1N(C=C(N1)C(F)(F)F)CC#C)OC